BrC1=C(C=CC=C1)NC(=O)N1[C@@H](CCC1)C=1SC(=CN1)C1=CC=CC=C1 (S)-N-(2-bromophenyl)-2-(5-phenylthiazol-2-yl)pyrrolidine-1-carboxamide